C(C(C(C(CC)([2H])[2H])([2H])[2H])([2H])[2H])OC1=NSN=C1C=1CN(CCC1)C([2H])([2H])[2H] 3-((hexyl-2,2,3,3,4,4-d6)oxy)-4-(1-(methyl-d3)-1,2,5,6-tetrahydropyridin-3-yl)-1,2,5-thiadiazole